methyl 2-ethyl-1-[5-(5-fluoro-2-methoxypyridin-4-yl)-1-[[2-(trimethylsilyl)ethoxy]methyl]pyrazole-3-carbonyl]piperidine-4-carboxylate C(C)C1N(CCC(C1)C(=O)OC)C(=O)C1=NN(C(=C1)C1=CC(=NC=C1F)OC)COCC[Si](C)(C)C